(5-chloro-1-methyl-1H-indol-2-yl) (4-isonicotinylpiperidin-1-yl) ketone C(C1=CC=NC=C1)C1CCN(CC1)C(=O)C=1N(C2=CC=C(C=C2C1)Cl)C